(2S)-2-aminopropan-1-ol N[C@H](CO)C